FCC(C(C(C(F)F)(F)F)(F)F)=O 1,3,3,4,4,5,5-heptafluoro-2-pentanone